N1=CC=C2N1C=CC(=C2)C2=CNC=1N=C(N=CC12)NC1CCC2(COC2)CC1 5-(pyrazolo[1,5-a]pyridin-5-yl)-N-(2-oxaspiro[3.5]nonan-7-yl)-7H-pyrrolo[2,3-d]pyrimidin-2-amine